C[C@H]1CC[C@@H](NC1)C=1C=CC2=CN(N=C2C1)[C@@H]1CN(CC(C1)(C)C)C 6-[(2R,5S)-5-methyl-2-piperidyl]-2-[(3S)-1,5,5-trimethyl-3-piperidyl]indazole